BrC1=CC2=C(CCC=3C(=NN(C23)C)C(=O)O)C=C1OC 8-bromo-7-methoxy-1-methyl-4,5-dihydrobenzo[g]indazole-3-carboxylic acid